ClC=1C=C(C=CC1N1C(N(CC1)C)=O)C1=C(C(=CC(=C1)F)C1=CC(=NC=C1)N1CCNC2=CC=CC=C12)O 1-(3-chloro-3'-(2-(3,4-dihydroquinoxalin-1(2H)-yl)pyridin-4-yl)-5'-fluoro-2'-hydroxy-[1,1'-biphenyl]-4-yl)-3-methylimidazolidin-2-one